C1(CC1)[C@@H](C=O)NC(OC(C)(C)C)=O tert-butyl N-[(1S)-1-cyclopropyl-2-oxo-ethyl]carbamate